3-[(6R,8aS)-2-[4-chloro-2-(trifluoromethyl)phenyl]-6-methyl-3-oxo-5,6,8,8a-tetrahydro-1H-imidazo[1,5-a]pyrazin-7-yl]-6-bromo-pyridine-2-carbaldehyde ClC1=CC(=C(C=C1)N1C(N2[C@@H](CN([C@@H](C2)C)C=2C(=NC(=CC2)Br)C=O)C1)=O)C(F)(F)F